C(=O)(O)C1=C(C2=C(NN=N2)C=C1)CCO 5-carboxyl-benzotriazoleethanol